CC1=CC=C(O1)C1=NC(=CC=2N1N=C(N2)C2COC2)NC(=O)C2CC2 N-[5-(5-methylfuran-2-yl)-2-(oxetan-3-yl)-[1,2,4]triazolo[1,5-c]pyrimidin-7-yl]cyclopropanecarboxamide